ClC=1C=CC(=C(N)C1)N1N=NN=C1 5-chloro-2-(1H-tetrazol-1-yl)aniline